ClC=1C=C2C=NN(C2=C(C1)C(=O)O)CC1=NC=C(C=C1)C1=CC(=C(C=C1)F)OC 5-chloro-1-((5-(4-fluoro-3-methoxyphenyl)pyridin-2-yl)methyl)-1H-indazole-7-carboxylic acid